NC1=NN2C(C(=CC(=C2)Br)O)=C1C#N 2-amino-6-bromo-4-hydroxypyrazolo[1,5-a]pyridine-3-carbonitrile